BrCCCCOC1=CC=C(C[C@H](N)C(=O)O)C=C1 O-(4-bromobutyl)-tyrosine